(1S,3R)-3-((2-chloro-5-iodopyridin-4-yl)amino)cyclopentan-1-ol ClC1=NC=C(C(=C1)N[C@H]1C[C@H](CC1)O)I